8-(3-(phenylethoxy)phenyl)pterin C1(=CC=CC=C1)CCOC=1C=C(C=CC1)N1C=CN=C2C(N=C(N=C12)N)=O